methyl (R)-2-methyl-1-(1-(tetrahydro-2H-pyran-4-yl)ethyl)-1H-indole-3-carboxylate CC=1N(C2=CC=CC=C2C1C(=O)OC)[C@H](C)C1CCOCC1